CN(C1=C(C=CC=C1)C=1N=CC=2N(C1)C(=CN2)C2=CC(=C(C=C2)O)OC)C 4-[6-[2-(dimethylamino)phenyl]imidazo[1,2-a]pyrazin-3-yl]-2-methoxy-phenol